Sodium Octanoyl-Cysteine C(CCCCCCC)(=O)N[C@@H](CS)C(=O)O.[Na]